BrC1=CC=C(CC2CN(C2)C(CCF)=O)C=C1 1-(3-(4-bromobenzyl)azetidin-1-yl)-3-fluoropropan-1-one